C1(=CC(=CC=C1)CN1C(C1)C)CN1C(C1)C 1,1'-m-xylylene-bis(2-methylaziridine)